(R)-6-chloro-1-(1-(2,4-dichlorophenyl)ethyl)-3-(trifluoromethyl)-1H-pyrazolo[3,4-b]pyrazine ClC1=CN=C2C(=N1)N(N=C2C(F)(F)F)[C@H](C)C2=C(C=C(C=C2)Cl)Cl